C(C)OC(CN1CCC(CC1)OCC1CCNCC1)=O 2-(4-(piperidin-4-ylmethoxy)piperidin-1-yl)acetic acid ethyl ester